tert-butyl 4-(3-amino-1-methyl-1H-pyrazol-4-yl)-3,6-dihydropyridine-1(2H)-carboxylate NC1=NN(C=C1C=1CCN(CC1)C(=O)OC(C)(C)C)C